C1(CC=CC1)CCCC(=O)O 4-(3-cyclopenten-1-yl)butanoic acid